C(C)(C)(C)N(C(O)=O)C=1SC2=NC(=CC=C2N1)C#CC1=CC=C(C=C1)Cl.NCC(=O)C1=CC=CC=C1 α-Aminoacetophenone tert-butyl-(5-((4-chlorophenyl)ethynyl)thiazolo[5,4-b]pyridin-2-yl)carbamate